1-(4-bromo-3-(methoxymethyl)phenyl)ethan-1-one BrC1=C(C=C(C=C1)C(C)=O)COC